2-(((6-chloro-2-(2H-tetrazol-5-yl)pyrimidin-4-yl)oxy)methyl)-6-cyclopropylimidazo[1,2-a]pyridine ClC1=CC(=NC(=N1)C=1N=NNN1)OCC=1N=C2N(C=C(C=C2)C2CC2)C1